4-((5-chloro-3-fluoropyridin-2-yl)oxy)aniline tert-butyl-6-methyl-7-(N-methylacrylamido)-3,4-dihydroisoquinoline-2(1H)-carboxylate C(C)(C)(C)OC(=O)N1CC2=CC(=C(C=C2CC1)C)N(C(C=C)=O)C.ClC=1C=C(C(=NC1)OC1=CC=C(N)C=C1)F